5-(3-chlorophenyl)-2-((1,2,3,5,6,7-hexahydro-s-indacen-4-Yl)amino)-4,5-dihydrooxazole-5-carboxylic acid ethyl ester C(C)OC(=O)C1(CN=C(O1)NC1=C2CCCC2=CC=2CCCC12)C1=CC(=CC=C1)Cl